((5-bromopyridin-2-yl)sulfonyl)-6-butyl-5-(2,6-dimethoxyphenyl)-4-hydroxypyridin-2(1H)-one BrC=1C=CC(=NC1)S(=O)(=O)N1C(C=C(C(=C1CCCC)C1=C(C=CC=C1OC)OC)O)=O